C(=C)C1=CC=C(C=C1)CNCCO 2-[[(4-vinylphenyl)methyl]amino]ethanol